(2S,4R)-1-acetyl-N-((S)-3-oxo-1-((S)-2-oxopyrrolidin-3-yl)-4-(trifluoromethoxy)butan-2-yl)-4-(trifluoromethyl)pyrrolidine-2-carboxamide C(C)(=O)N1[C@@H](C[C@H](C1)C(F)(F)F)C(=O)N[C@@H](C[C@H]1C(NCC1)=O)C(COC(F)(F)F)=O